3-(5-((4-(2-chloro-6,7-dihydrothieno[3,2-d]pyrimidin-4-yl)piperazin-1-yl)methyl)-1-oxoisoindolin-2-yl)piperidine-2,6-dione ClC=1N=C(C2=C(N1)CCS2)N2CCN(CC2)CC=2C=C1CN(C(C1=CC2)=O)C2C(NC(CC2)=O)=O